2-cyclopropyl-5,7-dihydropyrrolo[3,4-d]pyrimidine-6-carboxylic acid tert-butyl ester C(C)(C)(C)OC(=O)N1CC=2N=C(N=CC2C1)C1CC1